C(C)(C)C=1C=NN2C1N=CN=C2NCC2=CC(=CC=C2)[N+](=O)[O-] 8-isopropyl-4-((3-nitrobenzyl)amino)pyrazolo[1,5-a][1,3,5]triazine